C(C)(C)(C)OC(=O)N[C@@H]1CN(CC1)C(=O)C1=C(C=C(S1)C1=CC(=C(C=C1)C1CCN(CC1)C(=O)OCC1=CC=CC=C1)F)C benzyl (S)-4-(4-(5-(3-((tert-butoxycarbonyl)amino)pyrrolidine-1-carbonyl)-4-methylthiophen-2-yl)-2-fluorophenyl)piperidine-1-carboxylate